CN(/C=C(/C(=O)C1=CC=C(C2=CC=CC=C12)OC)\C1=C(C=CC=C1)Br)C (E)-3-(dimethylamino)-1-(4-methoxynaphthalen-1-yl)-2-(2-bromophenyl)prop-2-en-1-one